ClC=1C=NC=C(C1[C@@H](C)OC=1C=C2C(=NNC2=CC1)C=1C=CC(=NC1)N1CCS(CC1)(=N)=O)Cl (R)-4-(5-(5-(1-(3,5-Dichloropyridin-4-yl)ethoxy)-1H-indazol-3-yl)pyridin-2-yl)-1-imino-1λ6-thiomorpholine 1-oxide